2-(pyridin-2-yldi-sulfaneyl)ethan-1-amine hydrochloride Cl.N1=C(C=CC=C1)SSCCN